C(#N)C1=CC(=C(C=C1)NS(=O)(=O)C1=CNC=C1CC1=CC(=CC(=C1)F)F)F N-(4-cyano-2-fluorophenyl)-4-[(3,5-difluorophenyl)methyl]-1H-pyrrole-3-sulfonamide